NC=CCC=1C(=NC(NC1)=O)N 5-aminoallylcytosine